COC(=O)C1=C(C=NC=C1)C1=C(C=CC(=C1)C#N)OC.ClC1=C(C=C(C=C1)I)C(=O)C1=CC=C(C=C1)OCCOC1CC1 (2-Chloro-5-iodophenyl)(4-(2-cyclopropyloxyethoxy)phenyl)methanone methyl-3-(5-cyano-2-methoxy-phenyl)pyridine-4-carboxylate